(E)-1-propene-1,2,3-tricarboxylic acid C(=C(/CC(=O)O)\C(=O)O)/C(=O)O